C(C)(C)(C)OC(=O)N1CCN(CC1)C1=CC2=C(N(C(O2)=O)C2C(NC(CC2)=O)=O)C=C1 4-(3-(2,6-Dioxopiperidin-3-yl)-2-oxo-2,3-dihydrobenzo[d]oxazol-6-yl)piperazine-1-carboxylic acid tert-butyl ester